1-amino-3-(benzyloxy)-4-oxo-1,4-dihydropyridine-2-carboxylate NN1C(=C(C(C=C1)=O)OCC1=CC=CC=C1)C(=O)[O-]